2-(2-(((1-(1-butyl-1H-benzo[d]imidazol-2-yl)cyclohexyl)methyl)amino)ethyl)-N-((3-fluoropyridin-2-yl)methyl)oxazole-4-carboxamide C(CCC)N1C(=NC2=C1C=CC=C2)C2(CCCCC2)CNCCC=2OC=C(N2)C(=O)NCC2=NC=CC=C2F